O=C1N(C(CNC1)=O)C(=O)[O-] 2,6-dioxopiperazinecarboxylate